C(C)(C)(C)N1C[C@H]([C@@H](C1)C1=CC=C(C=C1)Cl)C(=O)N1[C@@H](C[C@@H](C1)N(C(C(C)C)=O)C1CCC(CC1)C)C(=O)OC Methyl (2S,4S)-1-((3S,4R)-1-(tert-butyl)-4-(4-chlorophenyl) pyrrolidine-3-carbonyl)-4-(N-((1s,4R)-4-methylcyclohexyl) isobutyramido)pyrrolidine-2-carboxylate